BrCC=CCl 3-Bromo-1-chloroprop-1-ene